1-(6-Chloro-5-fluoropyridin-2-yl)methanone ClC1=C(C=CC(=N1)C=O)F